[8-(1-hexylnonoxy)-8-oxo-octyl](2S)-1-[6-(1-hexylnonoxy)-6-oxo-hexyl]-4-hydroxy-pyrrolidine C(CCCCC)C(CCCCCCCC)OC(CCCCCCC[C@@H]1N(CC(C1)O)CCCCCC(=O)OC(CCCCCCCC)CCCCCC)=O